(2S,4R)-4-cyclopropoxy-1-((4-phenoxybenzoyl)glycyl)pyrrolidine-2-carboxylic acid methyl ester COC(=O)[C@H]1N(C[C@@H](C1)OC1CC1)C(CNC(C1=CC=C(C=C1)OC1=CC=CC=C1)=O)=O